3-(2,4-dimethylphenyl)sulfonyl-8-[4-(2-oxo-2-pyrrolidin-1-yl-ethyl)piperazin-1-yl]-4H-triazolo[1,5-a]quinazolin-5-one CC1=C(C=CC(=C1)C)S(=O)(=O)C=1N=NN2C1NC(C1=CC=C(C=C21)N2CCN(CC2)CC(N2CCCC2)=O)=O